FC=1C(=NC=CC1C=O)N1CCN(CC1)C=1C=C(C#N)C=CC1 3-[4-(3-fluoro-4-formyl-2-pyridinyl)piperazin-1-yl]benzonitrile